(R)-(6-((5-bromo-2-((3-ethyl-1,2,3,4,4a,5-hexahydrobenzo[b]pyrazino[1,2-d][1,4]oxazin-8-yl)amino)pyrimidin-4-yl)amino)quinoxalin-5-yl)dimethylphosphine oxide BrC=1C(=NC(=NC1)NC=1C=CC2=C(OC[C@@H]3N2CCN(C3)CC)C1)NC=1C(=C3N=CC=NC3=CC1)P(C)(C)=O